ClC1=C(N=C(NC1=O)C1=CC=NC=C1)C1(CCNCC1)F 5-chloro-4-(4-fluoro-4-piperidinyl)-2-(4-pyridinyl)-1H-pyrimidin-6-one